ClC1=C(C=CC=C1)[C@H]1N(CCC1)C=1C(=NC(=NC1)C#N)OC (S)-5-(2-(2-Chlorophenyl)pyrrolidin-1-yl)-4-methoxypyrimidine-2-carbonitrile